C(C1=CC=CC=C1)OC1=CC(=C(C(=O)[C@H]2[C@@H](CCC2)C(=O)OCC)C=C1C1CC1)F ethyl trans-2-(4-(benzyloxy)-5-cyclopropyl-2-fluorobenzoyl)cyclopentane-1-carboxylate